4-(4-(4-(4-Chloro-2,5-difluorophenyl)piperazin-1-yl)piperidin-1-yl)-5-fluoro-2-methoxyaniline ClC1=CC(=C(C=C1F)N1CCN(CC1)C1CCN(CC1)C1=CC(=C(N)C=C1F)OC)F